C(CC)C1=C(O)C=C(C(=C1)O)CCC 2,5-dipropylhydroquinone